indenyloxazine C1(C=CC2=CC=CC=C12)C=1NOC=CC1